1-(4-(3-(((2R,3R,4R,5R,6R)-3,5-dihydroxy-6-(hydroxymethyl)-4-(4-(3,4,5-trifluorophenyl)-1H-1,2,3-triazol-1-yl)tetrahydro-2H-pyran-2-yl)methyl)isoxazol-5-yl)piperidin-1-yl)ethan-1-one O[C@H]1[C@H](O[C@@H]([C@@H]([C@@H]1N1N=NC(=C1)C1=CC(=C(C(=C1)F)F)F)O)CO)CC1=NOC(=C1)C1CCN(CC1)C(C)=O